COC1=C(C=CC(=C1)OC)S(=O)(=O)NC1=NOC2=C1C(=CC(=C2)CN2N=CC(=C2)CNC(OC(C)(C)C)=O)OC tert-butyl ((1-((3-((2,4-dimethoxyphenyl)sulfonamido)-4-methoxybenzo[d]isoxazol-6-yl)methyl)-1H-pyrazol-4-yl)methyl)carbamate